4-(((2R,5r)-5-methyl-1,4-dioxan-2-yl)methoxy)-3-nitrobenzenesulfonamide C[C@H]1OC[C@@H](OC1)COC1=C(C=C(C=C1)S(=O)(=O)N)[N+](=O)[O-]